BrC1=CC(=C(C(=O)NC2=NNC3=CC=C(C=C23)CC2=CC(=CC(=C2)F)F)C=C1)[N+](=O)[O-] 4-bromo-N-[5-[(3,5-difluorophenyl)methyl]-1H-indazol-3-yl]-2-nitro-benzamide